Cl.C1(=CC=CC=C1)N1C(NC(CC1)=O)=O phenyl-dihydropyrimidine-2,4(1H,3H)-dione hydrochloride